FC=1C=C(C(=O)NC2=NN(C=C2)C)C=C(C1)CN1C(C2=CC=C(C=C2C=C1)C=1C(=NOC1)C)=O 3-fluoro-N-(1-methyl-1H-pyrazol-3-yl)-5-((6-(3-methylisoxazol-4-yl)-1-oxoisoquinolin-2(1H)-yl)methyl)benzamide